OC1=C(C=CC(=C1)OCCC)C1=NC(=NC(=N1)C1=C(C=C(C=C1)OCCC)O)C1=C(C=C(C=C1)C)C 2,4-bis(2-hydroxy-4-propyl-oxyphenyl)(2,4-dimethylphenyl)-1,3,5-triazine